NC1=NC(=NC=2N1N=CC2C(F)(F)F)N2[C@H](CN(CC2)C(=O)OCC2=CC=CC=C2)C benzyl (3S)-4-[4-amino-8-(trifluoromethyl)pyrazolo[1,5-a][1,3,5]triazin-2-yl]-3-methylpiperazine-1-carboxylate